C=C(CCN1CCCCC1)C(C(CCN1CCCCC1)=C)=C (3,4,5-trimethyleneheptane-1,7-diyl)bis(piperidine)